FC(C(CC(=O)[O-])=C=O)(F)F trifluoro-3-carbonylbutyrate